propyl morpholine-4-carboxylate N1(CCOCC1)C(=O)OCCC